2-chloro-N-(5-chloro-2-((2-((2S,6R)-2,6-dimethylmorpholino)ethyl)(meth-yl)amino)pyridin-4-yl)acetamide ClCC(=O)NC1=CC(=NC=C1Cl)N(C)CCN1C[C@@H](O[C@@H](C1)C)C